N-[(1r,3r)-3-[(3-chloro-4-cyanophenyl)oxy]-2,2,4,4-tetramethylcyclobutyl]benzamide ClC=1C=C(C=CC1C#N)OC1C(C(C1(C)C)NC(C1=CC=CC=C1)=O)(C)C